ClC1=CC=C2C=CC=C(C2=C1)C(=O)N[C@@H]1CCO[C@]12O[C@@H]([C@@H]([C@@H]([C@H]2O)N2N=NC(=C2)C2=CC(=C(C(=C2)F)F)F)O)CO 7-chloro-N-((4R,5S,7R,8R,9S,10R)-8,10-dihydroxy-7-(hydroxymethyl)-9-(4-(3,4,5-trifluorophenyl)-1H-1,2,3-triazol-1-yl)-1,6-dioxaspiro[4.5]decan-4-yl)-1-naphthamide